(R)-1-(3,3-difluoro-4-((6-fluoro-5-(4-fluoro-1-(2-fluoroethyl)-2-methyl-1H-benzo[d]imidazol-6-yl)-4-methoxypyrrolo[2,1-f][1,2,4]triazin-2-yl)amino)piperidin-1-yl)-2-hydroxyethan-1-one FC1(CN(CC[C@H]1NC1=NN2C(C(=N1)OC)=C(C(=C2)F)C=2C=C(C1=C(N(C(=N1)C)CCF)C2)F)C(CO)=O)F